BrCCCC(=O)OCC 4-bromobutyric acid, Ethyl ester